C(C)(=O)NC[C@]1([C@@H](N2C(C[C@H]2S1(=O)=O)=O)C(=O)O)C (2S,3S,5R)-3-(acetamidomethyl)-3-methyl-7-oxo-4-thia-1-azabicyclo[3.2.0]heptane-2-carboxylic acid 4,4-dioxide